Kalium D-Xylonat O=C([C@H](O)[C@@H](O)[C@H](O)CO)[O-].[K+]